N[C@H](C(=O)NCCNC(C1=C(C=C(C=C1)NC=1C=2N(C=CN1)C(=CN2)C2=C(C(=C(C=C2)OC2=NC=NC=C2)F)F)CC)=O)CCNC(=N)N N-[2-[[(2S)-2-amino-4-guanidino-butanoyl]amino]ethyl]-4-[[3-(2,3-difluoro-4-pyrimidin-4-yloxy-phenyl)imidazo[1,2-a]pyrazin-8-yl]amino]-2-ethyl-benzamide